C1(CCC(N1C1=C(C(=O)N)C=CC(=C1)C=O)=O)=O Succinimidyl-4-formylbenzamid